C(C)(C)(C)OC(=O)N1CCC(CC1)NC1=C(C(=CC=C1)N1N=CN=C1)[N+](=O)[O-] 4-[2-nitro-3-(1,2,4-triazol-1-yl)anilino]piperidine-1-carboxylic acid tert-butyl ester